CC1=C(C=2N(C=C1N1C(SC3=C1C(=CN3)C(C)C)N3C(CNCC3)C)N=CN2)C 1-(7,8-dimethyl-[1,2,4]triazolo[1,5-a]pyridin-6-yl)-6-isopropyl-2-(2-methylpiperazin-1-yl)-4H-pyrrolo[3,2-d]thiazole